1-(2,6-dichlorophenyl)-2-indolinone ClC1=C(C(=CC=C1)Cl)N1C(CC2=CC=CC=C12)=O